4-methylguaiacol sulfate S(=O)(=O)(O)OC=1C(=CC=C(C1)C)OC